COC1=CC=C(C=N1)C1CN(C1)[C@H]1[C@@H](CCC1)OC=1C=C2CN(C(C2=CC1)=O)N1C(CCCC1=O)=O (5-(((trans)-2-(3-(6-methoxypyridin-3-yl)azetidin-1-yl)cyclopentyl)oxy)-1-oxo-isoindolin-2-yl)piperidine-2,6-dione